C(C)C1=C(C=CC=C1)C1=C(C=CC(=N1)S(=O)(=O)NC1=CC=CC(=N1)N1CCC(CC1)(C(=O)O)C)C(F)(F)F 1-(6-(6-(2-ethylphenyl)-5-(trifluoromethyl)pyridine-2-sulfonylamino)pyridin-2-yl)-4-methylpiperidine-4-carboxylic acid